6,6-dimethyl-3,5-heptanediol dibenzoate C(C1=CC=CC=C1)(=O)OC(CC)CC(C(C)(C)C)OC(C1=CC=CC=C1)=O